F[C@@H]1CN(CC[C@H]1N1N=CC(=C1)NC(=O)C1=NNC=2C[C@](CCC12)(C)COC)C(=O)OC(C)(C)C tert-butyl (3R,4R)-3-fluoro-4-(4-((R)-6-(methoxymethyl)-6-methyl-4,5,6,7-tetrahydro-1H-indazole-3-carboxamido)-1H-pyrazol-1-yl)piperidine-1-carboxylate